4-Fluoro-2-((1-methylethyl)sulfonamido)-N-(4-(4-propylphenyl)thiazol-2-yl)benzamide FC1=CC(=C(C(=O)NC=2SC=C(N2)C2=CC=C(C=C2)CCC)C=C1)NS(=O)(=O)C(C)C